CN1N=NC(=C1NC(O[C@H](C)C1=CC(=CC=C1)F)=O)C1=CC=C(C=C1)NC(C(F)(F)F)=O (R)-1-(3-fluorophenyl)ethyl (1-methyl-4-(4-(2,2,2-trifluoroacetamido)phenyl)-1H-1,2,3-triazol-5-yl)carbamate